(E)-3-cyclopropyl-N'-(1-(naphthalen-2-yl)ethylidene)-1H-pyrazole-5-carbohydrazide C1(CC1)C1=NNC(=C1)C(=O)N/N=C(\C)/C1=CC2=CC=CC=C2C=C1